C1(CC1)C=1N=CN(C1)C1=CC(=NC=C1N1[C@H](COCC1)C)C(=O)NC1=CC=CC=2C=3N(CCOC21)N=NN3 (S)-4-(4-cyclopropyl-1H-imidazol-1-yl)-N-(5,6-dihydrobenzo[f]tetrazolo[1,5-d][1,4]oxazepin-8-yl)-5-(3-methylmorpholino)picolinamide